C(C)N(CC(C(=O)O)C)C 3-[ETHYL(METHYL)AMINO]-2-METHYLPROPANOIC ACID